FC(C(C(C(C(C(C(C(C(C(C(F)(F)F)(F)F)(F)F)(F)F)(F)F)(F)F)(F)F)(F)F)(F)F)(F)F)(F)O perfluorodecyl-methyl alcohol